(S)-23-(3,14-dioxo-1-phenyl-2,7,10-trioxa-4,13-diazaheptadecane-17-amido)-3,14,17-trioxo-1-phenyl-2,7,10-trioxa-4,13,18-triaza-tetracosane-24-oic acid tert-butyl ester C(C)(C)(C)OC([C@H](CCCCNC(CCC(NCCOCCOCCNC(OCC1=CC=CC=C1)=O)=O)=O)NC(CCC(NCCOCCOCCNC(OCC1=CC=CC=C1)=O)=O)=O)=O